C1(CC1)C(C(C)(C)O)N1C(C2=C(C=CC=C2C1)NCC1=CC=C(C=C1)OC)=O 2-(1-cyclopropyl-2-hydroxy-2-methylpropyl)-7-((4-methoxybenzyl)amino)isoindolin-1-one